NC[C@@H](O)C1=NN(C=2N(C([C@@H]([C@@H](C21)C2=CC=C(C=C2)F)NC(C2=CC(=CC=C2)C(F)(F)F)=O)=O)CC)C2=CC=CC=C2 |&1:2| rac-N-((4R,5R)-3-(2-amino-1-hydroxyethyl)-7-ethyl-4-(4-fluorophenyl)-6-oxo-1-phenyl-4,5,6,7-tetrahydro-1H-pyrazolo[3,4-b]pyridin-5-yl)-3-(trifluoromethyl)benzamide